FC1=CC(=C2C=CNC2=C1)N1C(C2=CC(=C(C=C2C(=C1)C(=O)O)OCF)OCF)=O 2-(6-fluoro-1H-indol-4-yl)-6,7-bis(fluoromethoxy)-1-oxo-1,2-dihydroisoquinoline-4-carboxylic acid